calcium ethylenediamine acetate C(C)(=O)[O-].C(CN)N.[Ca+2].C(C)(=O)[O-]